(2r,4r)-N2-(5-((+)-1-amino-3-cyclopropyl-1-(pyridin-4-yl)propyl)-2-fluorophenyl)-N1-(5-chloropyridin-2-yl)-4-ethoxypyrrolidine-1,2-dicarboxamide NC(CCC1CC1)(C1=CC=NC=C1)C=1C=CC(=C(C1)NC(=O)[C@@H]1N(C[C@@H](C1)OCC)C(=O)NC1=NC=C(C=C1)Cl)F